NC1=CC=C(C=C1)C(CCCCCC(CCCCCCC)C1=CC=C(C=C1)N)C(CCCCCC)F 1,7-bis(4-aminophenyl)tetradecyl-fluoroheptane